ClC=1C(=NC(=NC1)NC1CCOCC1)C1=CC=C2CN(C(C2=C1)=O)CC(=O)NC1C(CCC1)O 2-(6-{5-chloro-2-[(oxan-4-yl)amino]pyrimidin-4-yl}-1-oxo-2,3-dihydro-1H-isoindol-2-yl)-N-(2-hydroxycyclopentyl)acetamide